N-(Decyloxy)-4-(dimethylamino)-N-(heptadec-1-en-7-yl)butanamide C(CCCCCCCCC)ON(C(CCCN(C)C)=O)C(CCCCC=C)CCCCCCCCCC